ClC1=C(C=CC=C1SC1=NC=C(C=N1)I)NC=1C=NC=CC1 N-(2-chloro-3-((5-iodopyrimidine-2-yl)mercapto)phenyl)pyridine-3-amine